C(#N)C1=C(C=CC(=C1C#N)C(C(=O)O)=CC(F)(F)F)C(C(=O)O)=CC(F)(F)F.NC(CC(=O)N(C1=CC=C(C2=NON=C21)[N+](=O)[O-])C2=C(C=C(C=C2)F)C2CC2)(C)C 3-Amino-N-(2-cyclopropyl-4-fluorophenyl)-3-methyl-N-(7-nitrobenzo[c][1,2,5]oxadiazol-4-yl)butanamide 2,3-dicyano-1,4-phenylenebis(4,4,4-trifluorobutenoate)